4-[2-(difluoromethoxy)-4-fluorophenyl]-2-[6-(difluoromethoxy)pyridin-3-yl]-2,3-dihydro-1H-pyrrolo[3,4-c]pyridin-1-one FC(OC1=C(C=CC(=C1)F)C1=NC=CC2=C1CN(C2=O)C=2C=NC(=CC2)OC(F)F)F